BrC1=C(C(=CC2=C(N(N=C12)C)I)[N+](=O)[O-])C(=O)C1=C(C=CC(=C1)F)Cl (7-bromo-3-iodo-2-methyl-5-nitro-2H-indazol-6-yl)(2-chloro-5-fluorophenyl)methanone